2-bromo-5-(furan-2-yl)-1,3,4-thiadiazole BrC=1SC(=NN1)C=1OC=CC1